F[P-](F)(F)(F)(F)F.[PH4+].N1(N=NC2=C1C=CC=C2)OC2=C(C(=C(N2)N2CCCC2)N2CCCC2)N2CCCC2 benzotriazol-1-yl-oxy-tripyrrolidinopyrrole phosphonium hexafluorophosphate